FC1=C(C=C(C=C1)C)NS(=O)(=O)C1=CC=C(C=C1)NC(NCC=1C=NC=CC1)=O 3-{4-[(2-fluoro-5-methylphenyl)sulfamoyl]phenyl}-1-(pyridin-3-ylmethyl)urea